(Z)-7-{(1R,4S,5R)-5-[(E)-5-(3-chloro-benzo[b]thiophene-2-yl)-3-hydroxy-pent-1-enyl]-4-hydroxy-3,3-dimethyl-2-oxo-cyclopentyl}-hept-5-enoic acid ClC=1C2=C(SC1CCC(/C=C/[C@H]1[C@@H](C(C([C@@H]1C\C=C/CCCC(=O)O)=O)(C)C)O)O)C=CC=C2